N[C@@H]1[C@H](CCCC1)NC(C1=C(C=C(C=C1OC)C1=CN=C2N1C=CC(=C2)C(C)(C)C#N)OC(F)F)=O N-[(1S,2S)-2-aminocyclohexyl]-4-[7-(1-cyano-1-methyl-ethyl)imidazo[1,2-a]pyridin-3-yl]-2-(difluoromethoxy)-6-methoxybenzamide